(S)-2-(4-(6-Chloro-7-(8-chloronaphthalen-1-yl)pyrido[2,3-d]pyrimidin-4-yl)-1-(2-fluoroacryloyl)piperazin-2-yl)acetonitrile ClC1=CC2=C(N=CN=C2N2C[C@@H](N(CC2)C(C(=C)F)=O)CC#N)N=C1C1=CC=CC2=CC=CC(=C12)Cl